methyl (E)-4-[2-[2-[2-[2-(2-aminoethoxy)ethoxy]ethoxy]ethoxy]ethyl-methyl-amino]but-2-enoate NCCOCCOCCOCCOCCN(C/C=C/C(=O)OC)C